C(C)N(C1=CC=C(C=C1)C(C1=CC=CC=C1)=O)CC 4'-diethylaminobenzophenone